[Al+3].C(C)P([O-])(=O)CC.C(C)P([O-])(=O)CC.C(C)P([O-])(=O)CC Trisdiethylphosphinic acid aluminum salt